The molecule is a methoxybenzene that is 1,2,5-trimethoxy-3-methylbenzene substituted by a 3-methylbut-3-en-1-yn-1-yl group at position 4. It is isolated from Antrodia camphorata and exhibits anti-inflammatory activity. It has a role as a metabolite and an anti-inflammatory agent. CC1=C(C(=CC(=C1OC)OC)OC)C#CC(=C)C